rac-(R)-1-(4-((5-chloro-2-((1-(1-methylpiperidin-4-yl)-1H-pyrazol-4-yl)amino)pyrimidin-4-yl)amino)butan-2-yl)pyrrolidin-2-one ClC=1C(=NC(=NC1)NC=1C=NN(C1)C1CCN(CC1)C)NCC[C@@H](C)N1C(CCC1)=O |r|